CC(CCOC=1C=C(C=CC1)C=1C=CC(=NC1C1=C(C=CC=C1C)C)N)(C)C 5-(3-(3,3-dimethylbutoxy)phenyl)-6-(2,6-dimethylphenyl)pyridin-2-amine